Cl.FC(C=1C=C(C=C(C1)C(F)(F)F)N1CCNCC1)(F)F 1-(3,5-bistrifluoromethylphenyl)piperazine hydrochloride